OC(CS(=O)(=O)[O-])CO 2,3-Dihydroxypropan-1-sulfonat